7-(3-((tert-butoxycarbonylamino)methyl)phenyl)-4-fluorobenzofuran C(C)(C)(C)OC(=O)NCC=1C=C(C=CC1)C1=CC=C(C=2C=COC21)F